CC1(CN(CCC1=O)C(=O)OCC1=CC=CC=C1)C benzyl 3,3-dimethyl-4-oxo-piperidine-1-carboxylate